5-[4-benzyloxy-6-(4-tert-butyl-5-chloro-2-methyl-phenyl)-2-methyl-3-pyridyl]isoxazole-3-carboxamide C(C1=CC=CC=C1)OC1=C(C(=NC(=C1)C1=C(C=C(C(=C1)Cl)C(C)(C)C)C)C)C1=CC(=NO1)C(=O)N